ethyl (1S,3S,5S)-5-(((((9H-fluoren-9-yl)methoxy)carbonyl)(2-acetamidoethyl)amino)methyl)-2-((9,9-difluoro-9H-fluorene-3-carbonyl)glycyl)-2-azabicyclo[3.1.0]hexane-3-carboxylate C1=CC=CC=2C3=CC=CC=C3C(C12)COC(=O)N(CCNC(C)=O)C[C@@]12C[C@H](N([C@H]2C1)C(CNC(=O)C=1C=CC=2C(C3=CC=CC=C3C2C1)(F)F)=O)C(=O)OCC